1,3,5-tris(oxiranylmethyl)-1,3,5-triazine O1C(C1)CN1CN(CN(C1)CC1OC1)CC1OC1